ethyl 2-(3-cyclopropyl-6-oxo-4-((tetrahydro-2H-pyran-4-yl)oxy)pyridazin-1(6H)-yl)acetate C1(CC1)C1=NN(C(C=C1OC1CCOCC1)=O)CC(=O)OCC